FC(C(=O)N[C@H]1[C@@H](NC(C1)=O)C1=CC(=NC=C1)OC)(C)F trans-2,2-difluoro-N-(5-oxo-2-(2-methoxypyridin-4-yl)pyrrolidin-3-yl)-propanamide